OC1=CC=C(CNC2=C3CCN(CC3=CC(=C2)C2=CC=C(C=C2)C(F)(F)F)C(C=C)=O)C=C1 1-(5-((4-hydroxybenzyl)amino)-7-(4-(trifluoromethyl)phenyl)-3,4-dihydroisoquinolin-2(1H)-yl)prop-2-en-1-one